(S)-2-(6-Chloro-1,2,3,4-tetrahydroisoquinolin-8-yl)pyrrolidine-1-carboxylic acid tert-butyl ester C(C)(C)(C)OC(=O)N1[C@@H](CCC1)C=1C=C(C=C2CCNCC12)Cl